(E)-3-phenyl-1-(pyridine-2-yl)prop-2-ene-1-one C1(=CC=CC=C1)/C=C/C(=O)C1=NC=CC=C1